FC1=C(C(=O)NC=2C=NC(=CC2)OC2=C(C=C(C=C2)NC)F)C=CC(=C1F)F 2,3,4-Trifluoro-N-{6-[2-fluoro-4-(methylamino)phenoxy]pyridin-3-yl}benzamide